FC1(CCN(CC1)C(=O)C=1C=CC(=NC1)C=1C=C(C2=C(C=C(O2)CNC(\C=C\C=2C=NC=CC2)=O)C1)C1=CC=C(C=C1)F)F (E)-N-((5-(5-(4,4-difluoro-piperidine-1-carbonyl)pyridin-2-yl)-7-(4-fluoro-phenyl)benzofuran-2-yl)methyl)-3-(pyridin-3-yl)acrylamide